(1S)-1-{3-[(3S)-3-amino-1,3-dihydrospiro[inden-2,4'-piperidin]-1'-yl]-6-[(2,3-dichloropyridin-4-yl)sulfanyl]pyrazin-2-yl}ethan-1-ol N[C@@H]1C2=CC=CC=C2CC12CCN(CC2)C=2C(=NC(=CN2)SC2=C(C(=NC=C2)Cl)Cl)[C@H](C)O